(4-(1-acetyl-1,2,3,6-tetrahydropyridin-4-yl)-3-carbamoyl-1H-pyrazol-1-yl)acetic acid C(C)(=O)N1CCC(=CC1)C=1C(=NN(C1)CC(=O)O)C(N)=O